2-(2'-hydroxy-5'-methoxyphenyl)-5-methylbenzotriazole OC1=C(C=C(C=C1)OC)N1N=C2C(=N1)C=CC(=C2)C